tert-butyl (4-oxo-4-(1-(trifluoromethyl)cyclopropyl)but-2-yn-1-yl)carbamate O=C(C#CCNC(OC(C)(C)C)=O)C1(CC1)C(F)(F)F